(R)-2-((S)-7-fluoroisochroman-1-yl)azetidine FC1=CC=C2CCO[C@@H](C2=C1)[C@@H]1NCC1